ClC1=NC=CC(=C1Cl)C1=C(C(=CC=C1)B1OC(C(O1)(C)C)(C)C)Cl 2,3-Dichloro-4-(2-chloro-3-(4,4,5,5-tetramethyl-1,3,2-dioxaborolan-2-yl)phenyl)pyridine